4-(4-hydroxybenzylidene)-2-acetyl-1-methyl-imidazole-5-one OC1=CC=C(C=C2N=C(N(C2=O)C)C(C)=O)C=C1